(1S)-indan-1-ol [C@@H]1(CCC2=CC=CC=C12)O